2-((4-((2-acetyl-5-methoxyphenoxy)methyl)-1H-1,2,3-triazol-1-yl)methyl)-5-hydroxy-4H-pyran-4-one C(C)(=O)C1=C(OCC=2N=NN(C2)CC=2OC=C(C(C2)=O)O)C=C(C=C1)OC